5-(4-isopropyl-5-(8-methyl-[1,2,4]triazolo[1,5-a]pyridin-6-yl)-1H-pyrazol-3-yl)-2-(1-(tetrahydro-2H-pyran-4-yl)piperidin-4-yl)thiazole C(C)(C)C=1C(=NNC1C=1C=C(C=2N(C1)N=CN2)C)C2=CN=C(S2)C2CCN(CC2)C2CCOCC2